FC(=C(CC1=NSC(=N1)NC(=O)C=1OC(=C(C1)C1=CC(=CC=C1)OC)C)C)F N-(3-(3,3-difluoro-2-methylallyl)-1,2,4-thiadiazol-5-yl)-4-(3-methoxyphenyl)-5-methyl-furan-2-carboxamide